ClC1=C(C=C(OC2=CC=C3CCN(CC3=C2)C(C=C)=O)C=C1)F 1-(7-(4-chloro-3-fluorophenoxy)-3,4-dihydroisoquinolin-2(1H)-yl)prop-2-en-1-one